C(C1CO1)OC1=CC=C(C=C1)C(C)(C)C1=CC=C(C=C1)OCC1CO1 bis[4-(glycidyloxy)phenyl]propane